ClC1=C(C=C(C=C1)Cl)C1=CN=C(O1)CSC1=NC(=NC(=N1)CF)N 4-([5-(2,5-Dichlorophenyl)-1,3-oxazol-2-yl]methylsulfanyl)-6-(fluoromethyl)-1,3,5-triazin-2-amin